[N+](=O)([O-])C1=CC=C(C=C1)SCCC 2-nitro-5-propylthiobenzene